nitrosodium [N+](=O)([O-])[Na]